(4-((2r,3r,4s,5r,6r)-3,4,5-tris(benzyloxy)-6-methoxytetrahydro-2H-pyran-2-yl)phenyl)methanol C(C1=CC=CC=C1)O[C@@H]1[C@H](O[C@H]([C@@H]([C@H]1OCC1=CC=CC=C1)OCC1=CC=CC=C1)OC)C1=CC=C(C=C1)CO